4-[[(3R,4R)-4-[4-Chloro-2-(5-fluoro-2-pyridyl)-1H-imidazol-5-yl]-3-methyl-1-piperidyl]sulfonylmethyl]thiazol-2-amine ClC=1N=C(NC1[C@H]1[C@H](CN(CC1)S(=O)(=O)CC=1N=C(SC1)N)C)C1=NC=C(C=C1)F